[I-].[I-].C1(=CC=C(C=C1)C[N+]1=CC(=CC=C1)F)C[N+]1=CC(=CC=C1)F 1,1'-(1,4-phenylenebis(methylene))bis(3-fluoropyridin-1-ium) diiodide